2-[7-(4-fluoro-2-hydroxy-phenyl)-4-(1-methylpyrazol-4-yl)thieno[3,2-c]pyridin-6-yl]-6,7-dihydro-4H-thiazolo[5,4-c]pyridine-5-carboxylic acid tert-butyl ester C(C)(C)(C)OC(=O)N1CC2=C(CC1)N=C(S2)C2=C(C1=C(C(=N2)C=2C=NN(C2)C)C=CS1)C1=C(C=C(C=C1)F)O